phenanthrenyl acrylate C(C=C)(=O)OC1=CC=CC=2C3=CC=CC=C3C=CC12